(1r,4r)-4-(8-(4-chloro-2,6-difluorophenylamino)-2-(tetrahydro-2H-pyran-4-ylamino)-9H-purin-9-yl)-1-methylcyclohexanecarboxamide ClC1=CC(=C(C(=C1)F)NC=1N(C2=NC(=NC=C2N1)NC1CCOCC1)C1CCC(CC1)(C(=O)N)C)F